Butyl (2-(2-(2-(3-(2-(2,6-dioxopiperidin-3-yl)-1,3-dioxoisoindolin-5-yl)propoxy)ethoxy)ethoxy)ethyl)carbamate O=C1NC(CCC1N1C(C2=CC=C(C=C2C1=O)CCCOCCOCCOCCNC(OCCCC)=O)=O)=O